C(C=C)OCCCCCCOC1=CC=C(C(=O)O)C=C1 4-(6-prop-2-enyloxy-hexyloxy)benzoic acid